OC=1C=CC(=NC1)NC(=O)N1CCN(CC1)C1=CC=C(C=C1)C(F)(F)F N-(5-hydroxypyridin-2-yl)-4-[4-(trifluoromethyl)phenyl]piperazine-1-carboxamide